C(C)(C)(C)OC(=O)NC(C(=O)OC)=C(C)I Methyl 2-((tert-butoxycarbonyl)amino)-3-iodobut-2-enoate